N[C@H]1CCCCCNC([C@H]2CCC(N2C=2C=CC=C1C2)=O)=O (6R,14S)-14-amino-2,8-diazatricyclo[13.3.1.02,6]nonadec-1(19),15,17-triene-3,7-dione